C(=O)(O)CCN1CC2=CC=C(C=C2C1)C=1C(=C(C=CC1)C1=C(C(=CC=C1)C=1OC2=C(N1)C=C(C(=C2)OC(F)F)CN2[C@@H](CCC2)C(=O)O)C)C ((2-(3'-(2-(2-carboxyethyl)isoindolin-5-yl)-2,2'-dimethyl-[1,1'-biphenyl]-3-yl)-6-(difluoromethoxy)benzo[d]oxazol-5-yl)methyl)-L-proline